COC1=NC=C(C(=N1)OC)C1=CC(=C(N=N1)CO)N1CCCC1 [6-(2,4-dimethoxypyrimidin-5-yl)-4-pyrrolidin-1-yl-pyridazin-3-yl]methanol